N=1C=CC=2C1CNC=CC2 8H-pyrrolo[2,3-c]azepine